N-{3-[5-(4-chlorophenyl)-1H-pyrrolo[2,3-b]pyridine-3-carbonyl]-2,4-difluorophenyl}propane-1-sulfonamide ClC1=CC=C(C=C1)C=1C=C2C(=NC1)NC=C2C(=O)C=2C(=C(C=CC2F)NS(=O)(=O)CCC)F